C(C)(C)(C)OC(=O)N1CC2(C1)[C@H]([C@@H](C2)[C@H]2N1C(C3=CC=CC=C23)=CN=C1)O.NC=1C(=C(C=CC1)N=NC1=CC=C(C=C1)C(CC)=O)O 1-(4-((3-amino-2-hydroxyphenyl)diazenyl)phenyl)propan-1-one tert-Butyl-(5S,6S)-5-hydroxy-6-((R)-5H-imidazo[5,1-a]isoindol-5-yl)-2-azaspiro[3.3]heptan-2-carboxylat